ClC1=C(C=CC=C1)CC1=CC=C(C=C1)OCC 4-chloro-3-(4-ethoxybenzyl)benzene